C(CCCCCCCCCC)(=O)O Undecanic acid